NC1=NC=2C=NC(=CC2C2=C1C(=NN2C)C)C(=O)N([C@@H]2COCC1=NC(=CC=C12)C(F)(F)F)C 4-amino-N,1,3-trimethyl-N-((5S)-2-(trifluoromethyl)-5,8-dihydro-6H-pyrano[3,4-b]pyridin-5-yl)-1H-pyrazolo[4,3-c][1,7]naphthyridine-8-carboxamide